(R)-3-(4-amino-6-(cyclopropyl(methyl-d3)amino)pyrido[3,4-d]pyrimidin-8-yl)-2,4-dimethylphenol NC=1C2=C(N=CN1)C(=NC(=C2)N(C([2H])([2H])[2H])C2CC2)C=2C(=C(C=CC2C)O)C